(2-[(BENZYLOXY)METHYL]-5-FLUOROPHENYL)BORANEDIOL C(C1=CC=CC=C1)OCC1=C(C=C(C=C1)F)B(O)O